FC1=C(CNC(=O)C=2C(C(=C3N(C=CN(C3=O)CCCCCCO)C2)O)=O)C=CC(=C1)F N-(2,4-Difluorobenzyl)-9-hydroxy-2-(6-hydroxyhexyl)-1,8-dioxo-1,8-dihydro-2H-pyrido[1,2-a]pyrazine-7-carboxamide